OC1=CC(=CC=2CCOC21)C(=O)O 7-hydroxy-2,3-dihydrobenzofuran-5-carboxylic acid